S(=O)(=O)=C1CC=C(C=C1)B(O)O 4-sulfonylphenylboronic acid